1-ethyl-2-oxo-N-(2-(pyrrolidin-1-yl)ethyl)-1,2-dihydrobenzo[cd]indole-6-sulfonamide C(C)N1C(C2=C3C(C(=CC=C13)S(=O)(=O)NCCN1CCCC1)=CC=C2)=O